diacetoxy-di-t-butoxysilane C(C)(=O)O[Si](OC(C)(C)C)(OC(C)(C)C)OC(C)=O